COC(=O)[C@H]1[C@@H](C1)C(=O)NNC=O |r| (±)-trans-2-(2-formylhydrazine-1-carbonyl)cyclopropane-1-carboxylic acid methyl ester